C(C)(C)(C)C=1C=C(C=C(C1O)C(C)(C)C)CCC(=O)Cl 3,5-bis(tert-butyl)-4-hydroxyphenylpropionyl chloride